ClC1=C(C(=C(C(=N1)C1=NC=CC(=C1C(F)(F)F)C)F)NC(=O)NC(C(Cl)(Cl)Cl)=O)C(=O)[O-] 6-chloro-3-fluoro-4'-methyl-4-(3-(2,2,2-trichloroacetyl)ureido)-3'-(trifluoromethyl)-[2,2'-bipyridyl]-5-carboxylate